CO[C@H]1C[C@H](C1)NC=1N=CC2=C(N1)NC=C2C2=CC=C1C(CC(OC1=C2)(C)C)=O 7-(2-((cis-3-methoxycyclobutyl)amino)-7H-pyrrolo[2,3-d]pyrimidin-5-yl)-2,2-dimethylchroman-4-one